3-(1-(2-methylpyridin-4-yl)ethylidene)isobenzofuran-1(3H)-one CC1=NC=CC(=C1)C(C)=C1OC(C2=CC=CC=C12)=O